n-butyl-bis(1-adamantyl)phosphine C(CCC)P(C12CC3CC(CC(C1)C3)C2)C23CC1CC(CC(C2)C1)C3